FC1=CC=C(C=C1)S(=O)(=O)N1C2CN(CC1CC2)C(=O)C2=CN=NN2 {8-[(4-fluorophenyl)sulfonyl]-3,8-diazabicyclo[3.2.1]oct-3-yl}(1H-1,2,3-triazol-5-yl)methanone